glucose, calcium salt [Ca].O=C[C@H](O)[C@@H](O)[C@H](O)[C@H](O)CO